tert-butyl 3-(5-fluoropyrimidin-2-yl)-3,8-diazabicyclo[3.2.1]octane-8-carboxylate FC=1C=NC(=NC1)N1CC2CCC(C1)N2C(=O)OC(C)(C)C